3-((2-fluoro-4-sulfamoylphenyl)sulfonyl)propionic acid FC1=C(C=CC(=C1)S(N)(=O)=O)S(=O)(=O)CCC(=O)O